Tert-Butyl 3-(5-fluoro-2H-chromen-7-yl)-3,8-diazabicyclo[3.2.1]octane-8-carboxylate FC1=C2C=CCOC2=CC(=C1)N1CC2CCC(C1)N2C(=O)OC(C)(C)C